3,3-dimethyl-1-(thiophen-3-yl)-2,3-dihydro-1H-pyrrolo[3,2-b]pyridine-5-carbonitrile CC1(CN(C=2C1=NC(=CC2)C#N)C2=CSC=C2)C